C(\C=C\C(=O)O)(=O)O.FC1=C2C(=NNC2=CC=C1F)CCN(C)CC 2-(4,5-difluoro-1H-indazol-3-yl)-N-ethyl-N-methylethan-1-amine fumarate